O1C(=NC2=C1C=CC=C2)[C@@H]2N(CC=1NC=NC12)C(=O)C1=C(N=CO1)C (R)-(4-(benzo[d]oxazol-2-yl)-4,6-dihydropyrrolo[3,4-d]imidazol-5(1H)-yl)(4-methyloxazol-5-yl)methanone